O1N=C(C2=C1C=CC=N2)N Pyridoisoxazolamine